O1C(=CC=C1)C1=NC2=C(N1C#CC1=C(C=CC(=C1)OC)OC)C=CC=C2 2-(2-furyl)-1-[2-(2,5-dimethoxyphenyl)ethynyl]-1H-benzimidazole